6-(8-((5,6-dimethylpyridin-3-yl)sulfonyl)-8-azaspiro[4.5]dec-2-yl)-2-oxa-6-azaspiro[3.3]heptane CC=1C=C(C=NC1C)S(=O)(=O)N1CCC2(CCC(C2)N2CC3(COC3)C2)CC1